(6'-methyl-[2,3'-bipyridine]-2'-yl)((1S,4R,6R)-6-((5-(trifluoromethyl)pyridin-2-yl)oxy)-2-azabicyclo[2.2.2]oct-2-yl)methanone CC1=CC=C(C(=N1)C(=O)N1[C@@H]2[C@@H](C[C@H](C1)CC2)OC2=NC=C(C=C2)C(F)(F)F)C2=NC=CC=C2